COCCOCCOC=C=C diethylene glycol propadienyl methyl ether